O[C@H]1CC2=CC(CC[C@@]2([C@H]2C[C@@H]([C@]3([C@H](CC[C@H]3[C@H]12)C(C(=O)O)CCC)C)O)C)=O [(1S,2R,9S,10R,11S,14R,15R,16S)-9,16-dihydroxy-2,15-dimethyl-5-oxotetracyclo[8.7.0.02,7.011,15]heptadec-6-en-14-yl]pentanoic acid